C(CCC)S(=O)(=O)OS(=O)(=O)CCCC butanesulfonic anhydride